N-(2,2,2-trifluoroethyl)-4-(2-phenyl-3H-imidazo[4,5-b]pyridin-7-yl)piperazine-1-carboxamide FC(CNC(=O)N1CCN(CC1)C1=C2C(=NC=C1)NC(=N2)C2=CC=CC=C2)(F)F